bis(4-tert-butoxyphenyl)bis(4-dimethylaminophenyl)sulfonium C(C)(C)(C)OC1=CC=C(C=C1)[SH+](C1=CC=C(C=C1)N(C)C)(C1=CC=C(C=C1)N(C)C)C1=CC=C(C=C1)OC(C)(C)C